N[C@H](CC(=O)O)CN1N=C(N=N1)C1=CC(=CC=C1)OC=1SC2=C(N1)C=CC=C2 (R)-3-amino-4-(5-(3-(benzo[d]thiazol-2-yloxy)phenyl)-2H-tetrazol-2-yl)butanoic acid